(R)-2,2-difluoro-6-(4-(methoxycarbonyl)phenyl)-7-azaspiro[3.5]nonane-7-carboxylic acid tert-butyl ester C(C)(C)(C)OC(=O)N1[C@H](CC2(CC(C2)(F)F)CC1)C1=CC=C(C=C1)C(=O)OC